1-(4-(benzyloxy)-5-methoxy-2-nitrobenzoyl)-6-(((tert-butyldimethylsilyl)oxy)methyl)-1,2,3,6-tetrahydropyridin-4-yl trifluoromethanesulfonate FC(S(=O)(=O)OC=1CCN(C(C1)CO[Si](C)(C)C(C)(C)C)C(C1=C(C=C(C(=C1)OC)OCC1=CC=CC=C1)[N+](=O)[O-])=O)(F)F